3-fluoropyrazol FC1=NNC=C1